PHENYLCARBAMATE C1(=CC=CC=C1)NC([O-])=O